2-chloro-7-(1-ethylcyclobutyl)-5-fluoropyrrolo[2,1-f][1,2,4]triazine ClC1=NN2C(C=N1)=C(C=C2C2(CCC2)CC)F